4-((5-cyclopropyl-1H-pyrazol-3-yl)(methyl)amino)pyrimidin C1(CC1)C1=CC(=NN1)N(C1=NC=NC=C1)C